5-bromo-1-ethyl-1,3-dihydro-2H-imidazo[4,5-b]pyrazin-2-one BrC=1N=C2C(=NC1)N(C(N2)=O)CC